FC1(CN(C1)C(=O)C=1C(=C2C3C(C(OC2=CC1CCCCC)(C)C)CCC(=C3)C)O)F (3,3-difluoroazetidin-1-yl)(1-hydroxy-6,6,9-trimethyl-3-pentyl-6a,7,8,10a-tetrahydro-6H-benzo[c]chromen-2-yl)methanone